C[C@]12CCC(=O)C=C1CC[C@@H]3[C@@]2([C@H](C[C@]4([C@H]3CC[C@]4(C)O)C)O)F The molecule is an anabolic androgenic steroid, a 17beta-hydroxy steroid, an 11beta-hydroxy steroid, a fluorinated steroid and a 3-oxo-Delta(4) steroid. It has a role as an antineoplastic agent and an anabolic agent.